The molecule is a 3-hydroxy fatty acid anion that is the conjugate base of 3-hydroxytetradecanoic acid, obtained by deprotonation of the carboxy group; major species at pH 7.3. It is a 3-hydroxy fatty acid anion and a long-chain fatty acid anion. It is a conjugate base of a 3-hydroxytetradecanoic acid. CCCCCCCCCCCC(CC(=O)[O-])O